CC1=C(C(=CC=C1)C)N=C(C)C1=NC(=CC=C1)C(C)=NC1=C(C=CC=C1C)C 2,6-bis(1-(2,6-dimethylphenylimino)ethyl)pyridine